C(C)(C)(C)C1=NC(=NO1)CN1[C@@H](CCN2C1=NC(=CC2=O)N2[C@@H](COCC2)C)C(F)(F)F (S)-9-(5-tert-Butyl-[1,2,4]oxadiazol-3-yl-methyl)-2-((R)-3-methylmorpholin-4-yl)-8-trifluoromethyl-6,7,8,9-tetrahydro-pyrimido[1,2-a]-pyrimidin-4-one